4-{6-[9-(2-hydroxyacetyl)-3,9-diazaspiro[5.5]undecan-3-yl]pyridin-3-yl}-6-methyl-1-tosyl-1H-pyrrolo[2,3-c]pyridin-7(6H)-one OCC(=O)N1CCC2(CCN(CC2)C2=CC=C(C=N2)C=2C3=C(C(N(C2)C)=O)N(C=C3)S(=O)(=O)C3=CC=C(C)C=C3)CC1